C(C1=CC=CC=C1)C=1C(OC2=CC(=CC=C2C1C)OCC(CNCC1=CC=CC=C1)O)=O 3-benzyl-7-(3-(benzylamino)-2-hydroxypropoxy)-4-methyl-2H-chromen-2-one